C(CCCCC)C1=CC=C(N)C=C1 4-hexyl-aniline